({4-Chloro-5-phenylthieno[2,3-d]pyrimidin-2-yl}methyl)dimethylamine ClC=1C2=C(N=C(N1)CN(C)C)SC=C2C2=CC=CC=C2